S1C=NC2=C1C=CC(=C2)CN(C(C(=O)O)=O)C2CCC=1C2=NC=CC1 2-((Benzo[d]thiazol-5-ylmethyl)(6,7-dihydro-5H-cyclopenta[b]pyridin-7-yl)amino)-2-oxoacetic acid